FC(CN1N=C2C=CC=CC2=C1C(=O)O)(F)F 2-(2,2,2-trifluoroethyl)-2H-indazole-3-carboxylic acid